FC1=C(C=CC(=C1)C1NC(CC1)=O)C=1N=C2SC3=C(N2C1)C=C(C(=C3)C(=O)OC)OC methyl 2-(2-fluoro-4-(5-oxopyrrolidin-2-yl) phenyl)-6-methoxybenzo[d]imidazo[2,1-b]thiazole-7-carboxylate